3-(4H-imidazol-5-yl)propionic acid N=1C=NCC1CCC(=O)O